O=C1NCC2=CC=C(C=C12)C=1N=NC(=CC1)N1CCNCC1 1-oxo-6-(6-(piperazin-1-yl)pyridazin-3-yl)isoindoline